OC1C2C3=C(C1CC2)C=C(C=C3)O 3,6-Dihydroxybenzonorbornane